CC1=CC=C(C=C1)S(=O)(=O)NN=COC(C1=CC=CC=C1)=O (2-(4-methylphenyl)sulfonylhydrazonomethyl)benzoate